2-methyl-5H-cyclopenta[b]pyridine-7-carboxylate CC1=CC=C2C(=N1)C(=CC2)C(=O)[O-]